4-(((2-(1-Amino-5-(tert-butoxy)-1,5-dioxopentan-2-yl)-5-bromo-1-oxoisoindolin-4-yl)amino)methyl)-3,6-dihydropyridine-1(2H)-carboxylic acid benzyl ester C(C1=CC=CC=C1)OC(=O)N1CCC(=CC1)CNC1=C2CN(C(C2=CC=C1Br)=O)C(C(=O)N)CCC(=O)OC(C)(C)C